N-CYCLOPROPYL-N-{1-[2-(1-{4-[(3R)-2,6-DIOXOPIPERIDIN-3-YL]PHENYL}PIPERIDIN-4-YL)ETHYL]PIPERIDIN-4-YL}-1-[6-(2-HYDROXYPHENYL)PYRIDAZIN-4-YL]-4-PHENYLPIPERIDINE-4-CARBOXAMIDE C1(CC1)N(C(=O)C1(CCN(CC1)C1=CN=NC(=C1)C1=C(C=CC=C1)O)C1=CC=CC=C1)C1CCN(CC1)CCC1CCN(CC1)C1=CC=C(C=C1)[C@@H]1C(NC(CC1)=O)=O